difluorosulfane FSF